3,7-bis(4-(trifluoromethyl)phenyl)benzo[1,2-b:4,5-b']difuran-2,6-diamine FC(C1=CC=C(C=C1)C=1C=2C(OC1N)=CC1=C(OC(=C1C1=CC=C(C=C1)C(F)(F)F)N)C2)(F)F